FC=1C=C(C=C(C1)F)N[C@H](C)C=1C=C(C=C2C(C=C(OC12)N1CCOCC1)=O)C(=O)N(C)C (R)-8-(1-(3,5-Difluorophenylamino)ethyl)-N,N-dimethyl-2-morpholino-4-oxo-4H-chromene-6-carboxamide